CN(C)CC1(CC1)COC=1N=C(C2=C(N1)CN(CC2)C2=CC=CC1=CC=CC(=C21)CC)N2CC(CC(C2)C)CO (1-(2-((1-((dimethylamino)methyl)cyclopropyl)methoxy)-7-(8-ethylnaphthalen-1-yl)-5,6,7,8-tetrahydropyrido[3,4-d]pyrimidin-4-yl)-5-methylpiperidin-3-yl)methanol